lithium (R)-1-(2-fluoro-4-(5-(2-(pyridin-2-yl)acetamido)-1,3,4-thiadiazol-2-yl)butyl)-1H-1,2,3-triazole-4-carboxylate F[C@@H](CN1N=NC(=C1)C(=O)[O-])CCC=1SC(=NN1)NC(CC1=NC=CC=C1)=O.[Li+]